C=C1C(=NC=CC1)C1=NC=CC=C1.[F] fluorine methylenebipyridine